(S)-5-((4-((2-hydroxy-1-phenylethyl)amino)-5-(3-(pyridin-4-yl)-1,2,4-oxadiazol-5-yl)pyrimidin-2-yl)amino)-3,3-dimethyl-2-propylisoindolin-1-one OC[C@H](C1=CC=CC=C1)NC1=NC(=NC=C1C1=NC(=NO1)C1=CC=NC=C1)NC=1C=C2C(N(C(C2=CC1)=O)CCC)(C)C